C=1NN=C2CCC3=C(C12)C=CC(=C3)N3C([C@H](CC3)NC3=CC(=CC=C3)OC)=O (S)-1-(4,5-dihydro-2H-benzo[e]indazol-7-yl)-3-((3-methoxyphenyl)amino)pyrrolidin-2-one